CC1=C(C=C(C=C1)C1=NC(=NO1)C)NCC(=O)N1CCC2=C(C=CC=C12)N1C(NCC1=O)=O 3-(1-((2-methyl-5-(3-methyl-1,2,4-oxadiazol-5-yl)phenyl)glycyl)indolin-4-yl)imidazolidine-2,4-dione